FC(CN1N=C2C=CC(=CC2=C1)N)F 2-(2,2-difluoroethyl)-2H-indazol-5-amine